N1C=C(C2=CC=CC=C12)CC(CCCC)NC(=O)C=1OC2=C(C1)C=CC(=C2)N2CCN(CC2)C N-(1-(1H-indole-3-yl)hexan-2-yl)-6-(4-methylpiperazine-1-yl)benzofuran-2-carboxamide